[F-].[F-].[F-].[Nd+3] Neodymium trifluoride